C(CCCCCCCCCCCCCCCCC)(=O)OCC(COC(CCCCCCCCCCCCCCCCC)=O)OC(C(=O)O)CC=O ((1,3-bis(stearoyloxy)propan-2-yl)oxy)-4-oxobutanoic acid